1-(4-Fluoro-3-(4-(thiophene-2-carbonyl)piperazine-1-carbonyl)benzyl)quinazoline-2,4(1H,3H)-dione FC1=C(C=C(CN2C(NC(C3=CC=CC=C23)=O)=O)C=C1)C(=O)N1CCN(CC1)C(=O)C=1SC=CC1